tert-Butyl 4-[3-(10-acetyl-7-nitro-phenothiazin-3-yl)oxycyclobutoxy]piperidine-1-carboxylate C(C)(=O)N1C2=CC=C(C=C2SC=2C=C(C=CC12)OC1CC(C1)OC1CCN(CC1)C(=O)OC(C)(C)C)[N+](=O)[O-]